C(C)[C@]1(C(OCC=2C(N3CC=4C(=NC=5C=C(C(=C6C5C4[C@H](CC6)NC(=O)OC(C6=CC=CC=C6)=O)F)F)C3=CC21)=O)=O)O benzoyl (1S,9S)-9-ethyl-4,5-difluoro-9-hydroxy-10,13-dioxo-2,3,9,10,13,15-hexahydro-1H,12H-benzo[de]pyrano[3',4':6,7]indolizino[1,2-b]quinoline-1-carbamate